BrC=1N=C(NC1)C1=NN(C2=C(C(=CC=C12)C1=C(C=C(C=C1)O)CC)F)C1OCCCC1 4-(3-(4-bromo-1H-imidazol-2-yl)-7-fluoro-1-(tetrahydro-2H-pyran-2-yl)-1H-indazol-6-yl)-3-ethylphenol